3-(methylsulfonyl)benzenesulfinic acid methyl ester COS(=O)C1=CC(=CC=C1)S(=O)(=O)C